NC1=C2N=CN(C2=NC(=N1)Cl)[C@H]1[C@@H]([C@@]([C@H](O1)CO[C@H](C(=O)O)CC1=CC=C(C=C1)N1C(NCCC1)=O)(O)C#C)O (S)-2-(((2R,3S,4R,5R)-5-(6-amino-2-chloro-9H-purin-9-yl)-3-ethynyl-3,4-dihydroxytetra-hydrofuran-2-yl)methoxy)-3-(4-(2-oxotetrahydropyrimidin-1(2H)-yl)phenyl)propanoic acid